N=1N(N=CC1)C1=C(C=C(C=N1)NC(C1=C(C=C(C=C1)C1=CC=NN1C)C)=O)C(F)(F)F N-(6-(2H-1,2,3-triazol-2-yl)-5-(trifluoromethyl)pyridin-3-yl)-2-methyl-4-(1-methyl-1H-pyrazol-5-yl)benzamide